OCC(CO)(CO)NCCCS(=O)(=O)O 3-[[1,3-Dihydroxy-2-(hydroxymethyl)propan-2-yl]amino]propane-1-sulfonic acid